(3S)-1-(pyridin-2-ylmethyl)pyrrolidine-3-carbohydrazide N1=C(C=CC=C1)CN1C[C@H](CC1)C(=O)NN